C(C1=CC=CC=C1)N1C(N(C(C1=O)CCC(=O)NCC1=C(C(=O)NO)C=CC=C1)CC1=CC=C(C=C1)Br)=O ((3-(1-benzyl-3-(4-bromobenzyl)-2,5-dioxoimidazolin-4-yl)propanamido)methyl)-N-hydroxybenzamide